ClC=1C=CC=C2C(C(=C(NC12)C1=CC=CC=C1)C(C)O)=O 8-chloro-3-(1-hydroxyethyl)-2-phenylquinolin-4(1H)-one